N,N-dioctyl-butyramide methyl-2-(11-cyclobutyl-1,9-diazatricyclo[6.3.1.04,12]dodeca-2,4,6,8(12)-tetraen-2-yl)-7-fluoro-1-methyl-benzimidazole-5-carboxylate COC(=O)C1=CC2=C(N(C(=N2)C=2N3C(CNC=4C=CC=C(C2)C34)C3CCC3)C)C(=C1)F.C(CCCCCCC)N(C(CCC)=O)CCCCCCCC